2-amino-4-(methylthio)butanoic acid NC(C(=O)O)CCSC